methyl 5-(5-cyclopropyl-1,2,4-oxadiazol-3-yl)-3-(ethylsulfanyl)pyridine-2-carboxylate C1(CC1)C1=NC(=NO1)C=1C=C(C(=NC1)C(=O)OC)SCC